4-(3-cyano-6-(2-hydroxy-2-methylpropyloxy)pyrazolo[1,5-a]pyridin-4-yl)-N-(1-(6-(4-fluoro-1H-pyrazol-1-yl)pyridin-3-yl)ethyl)-1H-pyrazole-1-carboxamide C(#N)C=1C=NN2C1C(=CC(=C2)OCC(C)(C)O)C=2C=NN(C2)C(=O)NC(C)C=2C=NC(=CC2)N2N=CC(=C2)F